3-Salicyloylamino-1,2,4-triazol C(C=1C(O)=CC=CC1)(=O)NC1=NNC=N1